C(C)N1C(NC2=CC(=CC=C2C1=O)CN1CCN(CC1)C=1C=CC(=NC1C)C(=O)NC)=O 5-(4-((3-ethyl-2,4-dioxo-1,2,3,4-tetrahydroquinazolin-7-yl)methyl)piperazin-1-yl)-N,6-dimethylpyridinecarboxamide